C(C)(C)(C)OC(=O)N1[C@@H](CCC1)C=1C=C(C=C2CCN(CC12)C1=CC(=NC=C1)C(F)(F)F)C=1C=C2C(=NC1)NC=C2C (S)-2-(6-(3-methyl-1H-pyrrolo[2,3-b]pyridin-5-yl)-2-(2-(trifluoromethyl)pyridine-4-yl)-1,2,3,4-tetrahydroisoquinolin-8-yl)pyrrolidine-1-carboxylic acid tert-butyl ester